C(OC1CC(C1)C1=CC=CC=2N=CSC21)(OC2=CC=C(C=C2)[N+](=O)[O-])=O 3-(benzo[d]thiazol-7-yl)cyclobutyl (4-nitrophenyl) carbonate